C(C)(C)(C)OC(=O)NC1CCC(CC1)C(=O)O 4-((tert-butoxycarbonyl)amino)cyclohexane-1-carboxylic acid